COC(=O)C1=NC(=CC(=C1)NC(COCC(=O)O)=O)CN1CCOCCOCCN(CCOCCOCC1)CC1=NC(=CC=C1)C(=O)OC 2-[2-[[2-methoxycarbonyl-6-[[16-[(6-methoxycarbonyl-2-pyridyl)methyl]-1,4,10,13-tetraoxa-7,16-diazacyclooctadec-7-yl]methyl]-4-pyridyl]amino]-2-oxo-ethoxy]acetic acid